hentriacontane-14,16-dione CCCCCCCCCCCCCC(CC(CCCCCCCCCCCCCCC)=O)=O